FC(OC1=C(C=CC=C1)NC1=C(NC2=C1C(NCC2)=O)C2=C(C=NC=C2)OCCOC)F 3-{[2-(difluoromethoxy)phenyl]amino}-2-[3-(2-methoxyethoxy)pyridin-4-yl]-1,5,6,7-tetrahydro-4H-pyrrolo[3,2-c]pyridin-4-one